1-(4-(1-acetyl-2-methyl-1,2,3,4-tetrahydroquinolin-6-yl)phenyl)ethan-1-one C(C)(=O)N1C(CCC2=CC(=CC=C12)C1=CC=C(C=C1)C(C)=O)C